CC(C(=O)OCC(=O)O)=C 2-(methyl)acryloxyacetic acid